[Si](C)(C)(C(C)(C)C)OCC1CCN(CC1)C1=CC=C(C(=N1)[N+](=O)[O-])[Sn](C)(C)C 6-(4-(((tert-butyldimethylsilyl)oxy)methyl)piperidin-1-yl)-2-nitro-3-(trimethylstannyl)pyridine